ClC=1C=CC(=C2C=CN(C(C12)=O)C)OC1CC2(CN(C2)CCCC2=C(C=3N(C=C2)C=NN3)F)C1 8-Chloro-5-[[2-[3-(8-fluoro-[1,2,4]triazolo[4,3-a]pyridin-7-yl)propyl]-2-azaspiro[3.3]heptan-6-yl]oxy]-2-methyl-isoquinolin-1-one